1,3-dihydro-2-benzimidazolone N1C(NC2=C1C=CC=C2)=O